OCC(=O)NCC=1SC(=CC1)C(CSC=1C2=C(N=C(N1)C(F)(F)F)C=NC(=C2)OC)=O 2-hydroxy-N-((5-(2-((6-methoxy-2-(trifluoromethyl)pyrido[3,4-d]pyrimidin-4-yl)thio)acetyl)thiophen-2-yl)methyl)acetamide